1-tert-butyl 4-[2-(morpholin-4-yl) ethyl] piperidine-1,4-dicarboxylate N1(CCC(CC1)C(=O)OCCN1CCOCC1)C(=O)OC(C)(C)C